racemic-3-fluoro-3-methylpiperidine F[C@]1(CNCCC1)C |r|